naphthalene-8-one C1=CC=CC=2C=CCC(C12)=O